N-({6-[(1,3-thiazol-4-yl)methoxy]-3-(trifluoromethyl)-2-indolyl}methyl)1-methylcyclopropanecarboxamide S1C=NC(=C1)COC1=CC=C2C(=C(NC2=C1)CNC(=O)C1(CC1)C)C(F)(F)F